N1C(C(CCC1)=O)=O piperiddione